FC(CN1C(=NC2=C1C=C(C=C2)C=2C(=CN1N=C(N=C(C12)OC)N[C@H]1[C@H](CN(CC1)C1(COC1)[2H])F)F)C)F 5-(1-(2,2-difluoroethyl)-2-methyl-1H-benzo[d]imidazol-6-yl)-6-fluoro-N-((3S,4R)-3-fluoro-1-(oxetan-3-yl-3-d)piperidin-4-yl)-4-methoxypyrrolo[2,1-f][1,2,4]triazin-2-amine